1-[4-(octahydro-pyrido[1,2-a]pyrazin-2-yl)-phenyl]-2-phenyl-1,2,3,4-tetrahydro-isoquinolin-6-ol C1C2N(CCN1C1=CC=C(C=C1)C1N(CCC3=CC(=CC=C13)O)C1=CC=CC=C1)CCCC2